5-(2,4,6-trifluoro-phenyl)-isoxazole-3-carboxylic acid ethyl ester C(C)OC(=O)C1=NOC(=C1)C1=C(C=C(C=C1F)F)F